CC1(OB(OC1(C)C)C1=CC=C(C=C1)C(C)(C)CC)C 4,4,5,5-tetramethyl-2-(4-(tert-amyl)phenyl)-1,3,2-dioxaborolan